2-isopropoxybenzylidene-tricyclohexylphosphine ruthenium dichloride [Ru](Cl)Cl.C(C)(C)OC1=C(C=C2C(CCCC2)P(C2CCCCC2)C2CCCCC2)C=CC=C1